ClC1=NC=2C=CC=CC2C=2N1N=C(N2)C2=CC(=CC=C2)OC 5-Chloro-2-(3-methoxyphenyl)[1,2,4]triazolo[1,5-c]quinazoline